FC1=C(OCCCC(=O)O)C(=CC(=C1)C1=CC=C2C=CNC2=C1)F 4-[2,6-difluoro-4-(1H-indol-6-yl)-phenoxy]-butyric acid